F[P-](F)(F)(F)(F)F.C(=C)N1CN(C=C1)CCOCC 1-Vinyl-3-ethoxyethylimidazole hexafluorophosphate